4-(3-iodopropoxy)-1,1'-biphenyl ICCCOC1=CC=C(C=C1)C1=CC=CC=C1